BrC1=C2C=CN(C2=C(C(=C1)Cl)Cl)S(=O)(=O)C1=CC=C(C=C1)C 4-bromo-6,7-dichloro-1-(p-tolylsulfonyl)indole